4-(4-chlorobenzoyl)phenol ClC1=CC=C(C(=O)C2=CC=C(C=C2)O)C=C1